C(N)(=O)C=1N=NC(=CC1NCC1CN(CC1)C(=O)OC(C)(C)C)NC1=NC=C(N=C1)C#N tert-butyl 3-((3-carbamoyl-6-(5-cyanopyrazin-2-ylamino)pyridazin-4-ylamino)methyl)pyrrolidine-1-carboxylate